ClC1=NC(=CC(=N1)Cl)C=1SC=CC1 2,4-dichloro-6-(thiophen-2-yl)pyrimidine